O1COC2=C1C=CC=C2O[C@@H](CCNC)C=2SC(=CC2)CC (S)-3-(benzo[d][1,3]dioxol-4-yloxy)-N-methyl-3-(5-ethylthiophen-2-yl)propan-1-amine